(S)-5-fluoro-N-methyl-N-(1-(1-oxo-1,2-dihydroisoquinolin-4-yl)ethyl)-1H-indole-2-carboxamide FC=1C=C2C=C(NC2=CC1)C(=O)N([C@@H](C)C1=CNC(C2=CC=CC=C12)=O)C